CN(C([C@@H](CC(=O)O)N(C)C([C@H](C(C)C)N(C)C(=O)OCC1C2=CC=CC=C2C=2C=CC=CC12)=O)=O)C (3R)-4-(dimethylamino)-3-[[(2S)-2-[9H-fluorene-9-ylmethoxycarbonyl-(methyl)amino]-3-methylbutanoyl]-Methylamino]-4-oxobutanoic acid